CN(C1=NSC(=N1)N)C 3-(dimethylamino)-1,2,4-thiadiazol-5-amine